3-hydroxy-3-(2-oxo-2-(4-methylphenyl)ethyl)indol-2-one OC1(C(NC2=CC=CC=C12)=O)CC(C1=CC=C(C=C1)C)=O